(3R,7S)-9-(1-(5-(1H-1,2,4-triazol-1-yl)pyridin-2-yl)ethyl)-2-(3,4-dichlorobenzoyl)-N,3-dimethyl-10-oxo-1,2,3,4,7,8,9,10-octahydropyrido[4',3':3,4]pyrazolo[1,5-a]pyrazine-7-carboxamide N1(N=CN=C1)C=1C=CC(=NC1)C(C)N1C(C=2N([C@@H](C1)C(=O)NC)N=C1C2CN([C@@H](C1)C)C(C1=CC(=C(C=C1)Cl)Cl)=O)=O